1,2-bis[2-(2-aminoethoxy)ethoxy]ethane NCCOCCOCCOCCOCCN